FC=1C=C(C=CC1OC1=NC=CC(=N1)C)C1=C(SC2=C1C(=NC=C2C=2C=NN(C2)C)O)C2=C(C=C(C=C2)NC(C(=C)C)=O)C N-(4-(3-(3-fluoro-4-((4-methylpyrimidin-2-yl)oxy)phenyl)-4-hydroxy-7-(1-methyl-1H-pyrazol-4-yl)thieno[3,2-c]pyridin-2-yl)-3-methylphenyl)methacrylamide